3-(5-((tert-Butyldimethylsilanyloxy)methyl)-pyridin-3-yl)-6-chloroimidazo[1,2-b]pyridazine [Si](C)(C)(C(C)(C)C)OCC=1C=C(C=NC1)C1=CN=C2N1N=C(C=C2)Cl